ClC1=NC=C(C=N1)C1=NC(=CN1C)C(F)(F)F 2-chloro-5-[3-methyl-5-(trifluoromethyl)imidazol-2-yl]pyrimidine